CC=1C(=C(N=NC1C1=CC2=CN(N=C2C=C1)C)NC1C[C@@H]2[C@@H](CN(C2)CC2CCOCC2)C1)C#N 5-methyl-6-(2-methyl-2H-indazol-5-yl)-3-(((3aR,5s,6aS)-2-((tetrahydro-2H-pyran-4-yl)methyl)octahydrocyclopenta[c]pyrrol-5-yl)amino)pyridazine-4-carbonitrile